CN(C(C1=CC=CC=C1)=O)C1CCN(CC1)C N-methyl-N-(1-methyl-piperidin-4-yl)-benzamide